FC1=C2C(=NC=3N(C2=CC=C1)C(=NN3)C)N3CCCC1=C(C=CC=C31)C#CC=3C=CC(=NC3)C#N 5-((1-(6-fluoro-1-methyl-[1,2,4]triazolo[4,3-a]quinazolin-5-yl)-1,2,3,4-tetrahydroquinolin-5-yl)ethynyl)picolinonitrile